2,5-dimethyl-3-ethyl-4-propoxyphenol CC1=C(C=C(C(=C1CC)OCCC)C)O